3-chloro-5-iodo-N-(4-methoxybenzyl)pyrazin-2-amine ClC=1C(=NC=C(N1)I)NCC1=CC=C(C=C1)OC